Maleimidyl-2-hydrazinopyridine hydrochloride Cl.C1(C=CC(N1C=1C(=NC=CC1)NN)=O)=O